2-[1-(isoxazol-5-ylmethyl)pyrazol-4-yl]-5-propyl-3H-Imidazo[2,1-b]purin-4-on O1N=CC=C1CN1N=CC(=C1)C1=NC=2N3C(N(C(C2N1)=O)CCC)=NC=C3